benzyl-n-pentylmalonic acid dipropyl ester C(CC)OC(C(C(=O)OCCC)(CCCCC)CC1=CC=CC=C1)=O